C1(CC1)C1=C(C=NC2=CC=CN=C12)NC1=CC=C(C=C1)C(C(F)(F)F)N(C(C)=O)C N-(1-(4-((4-cyclopropyl-1,5-naphthyridin-3-yl)amino)phenyl)-2,2,2-trifluoroethyl)-N-methylacetamide